1-(3-fluorophenyl)-2-oxo-2-((4-(4,4,5,5-tetramethyl-1,3,2-dioxaborolan-2-yl)phenyl)amino)ethyl acetate C(C)(=O)OC(C(NC1=CC=C(C=C1)B1OC(C(O1)(C)C)(C)C)=O)C1=CC(=CC=C1)F